BrC1=CC2=C(N(C(C(N2C)=O)=O)C2CCN(CC2)C(C2=CC=C(C=C2)OC(F)(F)F)=O)N=C1C#N 7-Bromo-1-methyl-2,3-dioxo-4-(1-(4-(trifluoromethoxy)benzoyl)piperidin-4-yl)-1,2,3,4-Tetrahydropyrido[2,3-b]pyrazine-6-carbonitrile